1,4-bis[bis(3,5-ditrifluoromethylphenyl)phosphino]butane FC(C=1C=C(C=C(C1)C(F)(F)F)P(CCCCP(C1=CC(=CC(=C1)C(F)(F)F)C(F)(F)F)C1=CC(=CC(=C1)C(F)(F)F)C(F)(F)F)C1=CC(=CC(=C1)C(F)(F)F)C(F)(F)F)(F)F